C=1N=CN2C1C1=CC=CC=C1[C@@H]2C2(CCCCC2)O (R)-1-(5H-Imidazo[5,1-a]isoindol-5-yl)cyclohexan-1-ol